C(C)(=O)OC1C(COCC1C)CCCC 3-butyl-5-methyltetrahydro-2H-pyran-4-yl acetate